C(C)N1N=C(C(=C(C1=O)C(=O)OCCC1=CC(=C(C=C1)COC1=C(C=C(C=C1)C1OCCO1)OC)C(F)(F)F)C)C1=CC=C(C=C1)Cl 2-{4-[4-(1,3-dioxolan-2-yl)-2-methoxyphenoxymethyl]-3-(trifluoromethyl)phenyl}ethan-1-ol ethyl-6-(4-chlorophenyl)-5-methyl-3-oxo-2,3-dihydropyridazine-4-carboxylate